(S)-(cyclopropylmethyl)sulfoxide C1(CC1)CS(=O)CC1CC1